OC\C=C/CN1N=CC(=C1)C(=O)N (Z)-1-(4-hydroxybut-2-enyl)-1H-pyrazole-4-carboxamide